(1R,5S,6R)-6-amino-5-(3-bromo-5-chloro-7-((thiophen-2-ylmethyl)amino)thieno[3,2-b]pyridin-2-yl)cyclohex-2-en-1-ol formate C(=O)O[C@@H]1C=CC[C@@H]([C@H]1N)C1=C(C2=NC(=CC(=C2S1)NCC=1SC=CC1)Cl)Br